5-hydroxy-1-methyl-3-trifluoromethyl-1H-pyrazole OC1=CC(=NN1C)C(F)(F)F